2-amino-hydroxyethylaminoanisole NC1=C(C=CC=C1NCCO)OC